C(C)(C)(C)C=1C=C(C=C(C1O)C(C)(C)C)CCC(=O)NCCCCCCCCCCCCCCCCCC 3-(3,5-di-tert-butyl-4-hydroxyphenyl)-N-octadecyl-propionamide